(3S,4R)-4-hydroxy-3-((R)-5H-imidazo[5,1-a]isoindol-5-yl)piperidine-1-carboxylic acid tert-butyl ester C(C)(C)(C)OC(=O)N1C[C@H]([C@@H](CC1)O)[C@H]1N2C(C3=CC=CC=C13)=CN=C2